C(=CCC)N1[SiH2]N([SiH2]N[SiH2]1)C 3-butenyl-methyl-cyclotrisilazane